3-(1-cyano-2'-oxo-1',4'-dihydro-2'H-spiro[pyrrolidine-3,3'-quinolin]-7'-yl)-N,N-dimethylbenzamide C(#N)N1CC2(C(NC3=CC(=CC=C3C2)C=2C=C(C(=O)N(C)C)C=CC2)=O)CC1